tert-butyl (2s)-2-((tert-butoxycarbonyl)amino)-4-(2-(3-hydroxy-1-(trifluoromethyl)-1,3-dihydroisobenzofuran-1-yl)ethylsulfonimidoyl)butanoate C(C)(C)(C)OC(=O)N[C@H](C(=O)OC(C)(C)C)CCS(=O)(=N)CCC1(OC(C2=CC=CC=C12)O)C(F)(F)F